bis-(p-tert-butylphenyl)tris(trifluoromethanesulfonyl)iodonium methanate C(=O)[O-].C(C)(C)(C)C1=CC=C(C=C1)[IH+](S(=O)(=O)C(F)(F)F)(S(=O)(=O)C(F)(F)F)(S(=O)(=O)C(F)(F)F)C1=CC=C(C=C1)C(C)(C)C